CC=1C=C2C=C(C(OC2=C(C1)C)C(F)(F)F)C(=O)O 6,8-dimethyl-2-trifluoromethyl-2H-chromene-3-carboxylic acid